N-(2-(5-(tert-Butyl)-2,4-dihydroxybenzoyl)isoindolin-4-yl)-N-methylacrylamide C(C)(C)(C)C=1C(=CC(=C(C(=O)N2CC3=CC=CC(=C3C2)N(C(C=C)=O)C)C1)O)O